2-(pyridin-2-yl)-N-(5-(1-(6-(2-(3-(trifluoromethoxy)phenyl)acetamido)pyridazin-3-yl)pyrrolidin-3-yl)-1,3,4-thiadiazol-2-yl)acetamide 2,2,2-trifluoroacetate FC(C(=O)O)(F)F.N1=C(C=CC=C1)CC(=O)NC=1SC(=NN1)C1CN(CC1)C=1N=NC(=CC1)NC(CC1=CC(=CC=C1)OC(F)(F)F)=O